C(#N)C1=CC=C(C=C1)C=1C(=NC2=CC=CC=C2N1)C(=O)N (4-cyanophenyl)quinoxaline-2-carboxamide